3-(2-fluoro-6-hydroxy-phenyl)-5-(trifluoromethyl)-4H-isoxazol-5-ol FC1=C(C(=CC=C1)O)C1=NOC(C1)(O)C(F)(F)F